lithio 2-methanesulfonyl-4-(1-methylpiperidin-4-yl)benzoate CS(=O)(=O)C1=C(C(=O)O[Li])C=CC(=C1)C1CCN(CC1)C